(2-(((R)-1-(2-(4,4-dimethylpiperidin-1-yl)-6-methyl-4-oxo-4H-chromen-8-yl)ethyl)amino)phenyl)(methyl)phosphinic acid CC1(CCN(CC1)C=1OC2=C(C=C(C=C2C(C1)=O)C)[C@@H](C)NC1=C(C=CC=C1)P(O)(=O)C)C